C(C)O[Si](OCC)(OCC)CCC/C(/C(=O)N)=C/C(=O)O Triethoxysilylpropyl-maleamidic acid